2-(diphenylphosphono)-6-methylaniline C1(=CC=CC=C1)OP(=O)(OC1=CC=CC=C1)C1=C(N)C(=CC=C1)C